(S)-N-benzyl-N-((S)-1,1-dioxidotetrahydrothiophen-3-yl)-1-tosylpyrrolidine-2-carboxamide C(C1=CC=CC=C1)N(C(=O)[C@H]1N(CCC1)S(=O)(=O)C1=CC=C(C)C=C1)[C@@H]1CS(CC1)(=O)=O